FC1=CC(=C2C=C(N(C2=C1)CCNC1=NC=NC(=C1)C1=CC=C(C=C1)C=1SC(=NN1)NC)C)OC [2-(6-Fluoro-4-methoxy-2-methyl-indol-1-yl)-ethyl]-{6-[4-(5-methylamino-[1,3,4]thiadiazol-2-yl)-phenyl]-pyrimidin-4-yl}-amine